1-[(1H-1,3-benzodiazol-2-yl)methyl]-3,3-bis(propan-2-yl)urea N1C(=NC2=C1C=CC=C2)CNC(=O)N(C(C)C)C(C)C